ClCC(=O)N(CC(F)(F)F)CC(=O)OCC ethyl [(2-Chloro-acetyl)-(2,2,2-trifluoro-ethyl)-amino]-acetate